C(C)N1N=C(C=2C1=NC=NC2N)C2=CC1=CC=CC=C1C=C2 1-ethyl-3-(naphthalen-2-yl)-1H-pyrazolo[3,4-d]pyrimidin-4-amine